4-(Anthracene-9-yl)-2-fluoro-1-methylpyridin-1-ium iodide [I-].C1=CC=CC2=CC3=CC=CC=C3C(=C12)C1=CC(=[N+](C=C1)C)F